13β-ethyl-17β-hydroxygon-4-en-3-one C(C)[C@]12[C@H](CC[C@H]2[C@H]2[C@H](CC1)[C@H]1CCC(C=C1CC2)=O)O